C1(CC1)S(=O)(=O)N1N=CC(=C1)C1=NC=CC(=N1)NC1=NC=C(C(=C1)N1CCC2(CC1)CCN(CC2)C)C#CC=2C=NN(C2)C (1-(cyclopropylsulfonyl)-1H-pyrazol-4-yl)-N-(5-((1-methyl-1H-pyrazol-4-yl)ethynyl)-4-(9-methyl-3,9-diazaspiro[5.5]undec-3-yl)pyridin-2-yl)pyrimidin-4-amine